COC(\C=C\C(C(=O)OC)=O)=O (E)-4-oxopent-2-enedioic acid dimethyl ester